3-(1-oxo-5-(4-((3-(pyridin-4-yl)azetidin-1-yl)methyl)pyridin-2-yl)isoindolin-2-yl)piperidine-2,6-dione O=C1N(CC2=CC(=CC=C12)C1=NC=CC(=C1)CN1CC(C1)C1=CC=NC=C1)C1C(NC(CC1)=O)=O